CCCCC(C(=O)O)C(=O)O n-Butylmalonic acid